C12CCOC(CO1)(C2)C=2N=C1N(C=C(C(=N1)OC(C)C)C(=O)OC)C2 methyl 2-(4,7-dioxabicyclo[3.2.1]oct-5-yl)-7-isopropoxy-imidazo[1,2-a]pyrimidine-6-carboxylate